C1(=CC=C(C=C1)OC1=CC=C(C=C1)C)C p-tolylether